Methyl N-(tert-butoxycarbonyl)-O-methyl-L-serinate C(C)(C)(C)OC(=O)N[C@@H](COC)C(=O)OC